COC(C)C1=CC(=NN1)N 5-(1-methoxyethyl)-1H-pyrazol-3-amine